N[C@@H]1CN(CC[C@H]1F)C1=NC2=C(N1CC(=O)N1CCC1)C=C(C(=C2)F)F 2-(2-((3R,4R)-3-amino-4-fluoropiperidin-1-yl)-5,6-difluoro-1H-benzo[d]imidazol-1-yl)-1-(azetidin-1-yl)ethanone